N-(5-iodoquinolin-8-yl)-2-(2-methylbenzyl)but-3-enamide IC1=C2C=CC=NC2=C(C=C1)NC(C(C=C)CC1=C(C=CC=C1)C)=O